BrC=1C=CC(=NC1)CC(=O)O 2-(5-bromo-2-pyridinyl)acetic acid